COC(=O)C1=CC=CC2=C(C=CC=C12)OC methyl-5-methoxy-1-naphthoate